4-(3-((1-methoxycyclopropyl)methyl)-5-(5-(methoxymethyl)-3-(m-tolyl)-1H-pyrazol-1-yl)-3H-imidazo[4,5-b]pyridin-7-yl)morpholine COC1(CC1)CN1C=NC=2C1=NC(=CC2N2CCOCC2)N2N=C(C=C2COC)C=2C=C(C=CC2)C